6-chloro-3-(((1R)-1-(2-cyano-7-methyl-3-(1-methyl-2-oxopiperidin-4-yl)quinoxalin-5-yl)ethyl)amino)picolinic acid ClC1=CC=C(C(=N1)C(=O)O)N[C@H](C)C1=C2N=C(C(=NC2=CC(=C1)C)C#N)C1CC(N(CC1)C)=O